OC1=CC=C(C=C1)C(=CC1=CC=C(C=C1)C(=O)O)C 4-hydroxy-4'-carboxy-α-methylstilbene